threonyl-asparagine N[C@@H]([C@H](O)C)C(=O)N[C@@H](CC(N)=O)C(=O)O